CN(C1=CN=CC(=N1)C1=NN=C(S1)C(C)=O)C 1-(5-(6-(dimethylamino)pyrazin-2-yl)-1,3,4-thiadiazol-2-yl)ethan-1-one